4-Bromo-2-chloro-5-methoxybenzoyl chloride BrC1=CC(=C(C(=O)Cl)C=C1OC)Cl